4-[4-(6-iodo-9-methylsulfonyloxy-1,5-dihydro-3H-2,4-benzodioxepin-3-yl)-2-thiazolyl]-1-[2-[5-methyl-3-(trifluoromethyl)-1H-pyrazol-1-yl]acetyl]piperidine IC1=CC=C(C=2COC(OCC21)C=2N=C(SC2)C2CCN(CC2)C(CN2N=C(C=C2C)C(F)(F)F)=O)OS(=O)(=O)C